tert-butyl 3-(4-((2-(2,6-dioxopiperidin-3-yl)-1-oxoisoindolin-5-yl)oxy)-[1,4'-bipiperidin]-1'-yl)propanoate O=C1NC(CCC1N1C(C2=CC=C(C=C2C1)OC1CCN(CC1)C1CCN(CC1)CCC(=O)OC(C)(C)C)=O)=O